COC(C1=C(C(=CC(=C1)F)C1=NN(C=N1)C(C1=CC=CC=C1)(C1=CC=CC=C1)C1=CC=CC=C1)Cl)=O 2-chloro-5-fluoro-3-(1-trityl-1,2,4-triazol-3-yl)benzoic acid methyl ester